FC(C1=C2C(=NC=C1OC=1C=C(C#N)C=C(C1)F)C(C([C@@H]2O)(F)F)(F)F)F (R)-3-((4-(difluoromethyl)-6,6,7,7-tetrafluoro-5-hydroxy-6,7-dihydro-5H-cyclopenta[b]pyridin-3-yl)oxy)-5-fluorobenzonitrile